tert-Butyl ((1r,4r)-4-(6-cyano-3-nitro-1-(4-(trifluoromethyl)phenethyl)-1H-indole-2-carboxamido)cyclohexyl)carbamate C(#N)C1=CC=C2C(=C(N(C2=C1)CCC1=CC=C(C=C1)C(F)(F)F)C(=O)NC1CCC(CC1)NC(OC(C)(C)C)=O)[N+](=O)[O-]